N-(2-(2,6-dioxopiperidin-3-yl)-1-oxoisoindolin-5-yl)-6-methylnicotinamide O=C1NC(CCC1N1C(C2=CC=C(C=C2C1)NC(C1=CN=C(C=C1)C)=O)=O)=O